OC1=C(C=CC(=C1)N1C(N(C2=NC=CC=C21)[C@@H]2CN(CC2)CC=2C=C(C(=O)OC)C=CN2)=O)C2=CC=C(C=C2)C(=O)OC Methyl (S)-2-((3-(1-(2-hydroxy-4'-(methoxycarbonyl)-[1,1'-biphenyl]-4-yl)-2-oxo-1,2-dihydro-3H-imidazo[4,5-b]pyridin-3-yl)pyrrolidin-1-yl)methyl)isonicotinate